Cl.FC1=C(C=NN1C)N(S(=O)(=O)N)C1CNCCC1 (5-fluoro-1-methyl-1H-pyrazol-4-yl)-N-(piperidin-3-yl)sulfamide hydrochloride